2-(((1r,2s,5r)-2-isopropyl-5-methylcyclohexyl)oxy)tetrahydro-2H-pyran C(C)(C)[C@H]1[C@@H](C[C@@H](CC1)C)OC1OCCCC1